2,6-di-methoxyphenol COC1=C(C(=CC=C1)OC)O